4-(4-methylphenoxy)benzylamine CC1=CC=C(OC2=CC=C(CN)C=C2)C=C1